NC1=NC=2C=CC(=CC2C2=C1C=NN2C)C(=O)N(N2C(CCCC2)=O)CC2=NC1=C(N2C)C=CC(=C1)Cl 4-amino-N-((5-chloro-1-methyl-1H-benzo[d]imidazol-2-yl)methyl)-1-methyl-N-(2-oxopiperidin-1-yl)-1H-pyrazolo[4,3-c]quinoline-8-carboxamide